N-{[(2R,4S,5R)-5-ethyl-1-azabicyclo[2.2.2]oct-2-yl]methyl}-2-thiophenesulfonamide C(C)[C@@H]1[C@@H]2C[C@@H](N(C1)CC2)CNS(=O)(=O)C=2SC=CC2